(S)-2-((((9H-fluoren-9-yl)methoxy)carbonyl)amino)-3-(4-(tert-butoxy)-3,5-difluorophenyl)propanoic acid C1=CC=CC=2C3=CC=CC=C3C(C12)COC(=O)N[C@H](C(=O)O)CC1=CC(=C(C(=C1)F)OC(C)(C)C)F